N[C@H]1CN(CCC1)C1=C2C(=NC=C1)N(C(=N2)C2=C(C=C(C#N)C=C2)OC)C2=C(C=C(C=C2)N2C[C@H](CC2)OC)F 4-(7-((R)-3-aminopiperidine-1-yl)-3-(2-fluoro-4-((S)-3-methoxypyrrolidine-1-yl)phenyl)-3H-imidazo[4,5-b]pyridine-2-yl)-3-methoxybenzonitrile